S1C=CC=C1C1=C2C(=C(S1)C1=CC=CS1)C(C=1C(=C(SC1CC(CCCC)CC)CC(CCCC)CC)C2=O)=O 1,3-bis-(thien-5-yl)-5,7-bis-(2-ethylhexyl)benzo[1,2-C:4,5-C']dithiophene-4,8-dione